ClC=1C=C2C(=CC=NC2=CC1)NC1=CC(=CC(=C1)OC)C=1C=NOC1 6-Chloro-N-(3-(isoxazol-4-yl)-5-methoxyphenyl)quinolin-4-amine